(E)-3-(6-(chloromethyl)pyridin-3-yl)acrylic acid ethyl ester C(C)OC(\C=C\C=1C=NC(=CC1)CCl)=O